5-bromo-3-((2,4-dichlorophenylimino)-methyl)-2-(isobutyryl-oxy)phenyl 3-methyl-benzoate CC=1C=C(C(=O)OC2=C(C(=CC(=C2)Br)C=NC2=C(C=C(C=C2)Cl)Cl)OC(C(C)C)=O)C=CC1